N-(4-bromo-5-isopropyl-2-nitrophenyl)-1,4-dioxaspiro[4.5]decan-8-amine BrC1=CC(=C(C=C1C(C)C)NC1CCC2(OCCO2)CC1)[N+](=O)[O-]